CC1(N(CCOC1)C1=NC(=NC(=N1)N1C(COCC1)(C)C)C=1C(=CC(=NC1)N)C(F)F)C 5-[4,6-bis(3,3-dimethylmorpholin-4-yl)-1,3,5-triazin-2-yl]-4-(difluoromethyl)pyridin-2-amine